N(=[N+]=[N-])CC1OCC2=C1C=CC(=C2)Br 1-(azidomethyl)-5-bromo-1,3-dihydro-2-benzofuran